1,1,1-tris(bis(3,5-dimethylphenyl)phosphinomethyl)ethane CC=1C=C(C=C(C1)C)P(C1=CC(=CC(=C1)C)C)CC(C)(CP(C1=CC(=CC(=C1)C)C)C1=CC(=CC(=C1)C)C)CP(C1=CC(=CC(=C1)C)C)C1=CC(=CC(=C1)C)C